5-(1-(3,3-difluorocyclobutyl)-2-methyl-1H-imidazo[4,5-b]pyridin-6-yl)-N-(cis-3-(4-methylpiperazin-1-yl)cyclobutyl)pyrrolo[2,1-f][1,2,4]triazin-2-amine FC1(CC(C1)N1C(=NC2=NC=C(C=C21)C=2C=CN1N=C(N=CC12)N[C@@H]1C[C@@H](C1)N1CCN(CC1)C)C)F